ethane-2-amido-2-methylpropanesulfonic acid CC(=O)NC(C(C)C)S(=O)(=O)O